BrC1=CN2CC(CC3=CC=CC1=C23)N(C)C 1-bromo-N,N-dimethyl-5,6-dihydro-4H-pyrrolo[3,2,1-ij]quinolin-5-amine